potassium 2-acrylamino-2-methylpropanesulfonate C(=O)(C=C)NC(CS(=O)(=O)[O-])(C)C.[K+]